methyl N-[5-[6-[(2-methoxy-4-pyridyl)-methyl-carbamoyl]imidazo[1,2-a]pyridin-3-yl]-2-pyridyl]carbamate COC1=NC=CC(=C1)N(C(=O)C=1C=CC=2N(C1)C(=CN2)C=2C=CC(=NC2)NC(OC)=O)C